[2-[[(1S)-2-[(1S,2S)-2-(2,6-dimethylphenyl)-1-methyl-propoxy]-1-methyl-2-oxo-ethyl] carbamoyl]-4-methoxy-3-pyridinyl] 2-methylpropanoate CC(C(=O)OC=1C(=NC=CC1OC)C(N[C@H](C(=O)O[C@H]([C@@H](C)C1=C(C=CC=C1C)C)C)C)=O)C